OC(CC(=O)O)(C)C.[Ca] calcium beta-hydroxy-beta-methylbutyric acid